(3-(2-fluoroethoxy)phenyl)methanol FCCOC=1C=C(C=CC1)CO